1-(4-methoxy-phenyl)-3-phenyl-2-propen-1-one COC1=CC=C(C=C1)C(C=CC1=CC=CC=C1)=O